C(CCCCCCCCCCCCCCCCCCC)(=O)O 1-eicosanoic acid